rac-(2-(((2R,3S,4R,5R)-5-(6-chloro-4-(cyclopentylamino)-1H-pyrazolo[3,4-d]pyrimidin-1-yl)-3,4-dihydroxytetrahydro-furan-2-yl)methoxy)-1-cyclobutoxy-3-hydroxypropan-2-yl)phosphonic acid ClC1=NC(=C2C(=N1)N(N=C2)[C@H]2[C@@H]([C@@H]([C@H](O2)CO[C@](COC2CCC2)(CO)P(O)(O)=O)O)O)NC2CCCC2 |&1:17|